NC1=NC=2C=CC(=CC2C2=C1COC2)C(=O)N(C(CF)C)CC2=NC=C(C=C2)C#N 4-amino-N-((5-cyanopyridin-2-yl)methyl)-N-(1-fluoropropan-2-yl)-1,3-dihydrofuro[3,4-c]quinoline-8-carboxamide